OCCC1=C(N=C(NC1=O)SCC(=O)NCC1=CC=C(C=C1)OC)C 2-((5-(2-hydroxyethyl)-4-methyl-6-oxo-1,6-dihydropyrimidin-2-yl)thio)-N-(4-methoxybenzyl)acetamide